1-(2-(3-chloro-4-fluorobenzyl)pyridin-4-yl)-1,5,6,7-tetrahydro-4H-pyrazolo[4,3-c]pyridin-4-one ClC=1C=C(CC2=NC=CC(=C2)N2N=CC=3C(NCCC32)=O)C=CC1F